FC1=C2C3(C(N(C(C2=CC=C1C(F)(F)F)=O)CC(=O)NC1=NC=C(C=N1)F)=O)CC3 2-[5'-Fluoro-1',3'-dioxo-6'-(trifluoromethyl)spiro[cyclopropane-1,4'-isoquinolin]-2'-yl]-N-(5-fluoropyrimidin-2-yl)acetamide